C(C)(=O)C1=C(C(=C(C(=C1)OC)CC(=O)[O-])OC)[N+](=O)[O-] 4-acetyl-2,6-dimethoxy-3-nitrophenylacetate